N-(2,4-dichloro-6-methyl-benzyl)-5-hydroxy-8-methylene-5,6,7,8-tetra-hydroquinoline-5-carboxamide ClC1=C(CNC(=O)C2(C=3C=CC=NC3C(CC2)=C)O)C(=CC(=C1)Cl)C